methyl 2-(1,3-thiazol-5-yl)quinoline-4-carboxylate S1C=NC=C1C1=NC2=CC=CC=C2C(=C1)C(=O)OC